(S)-2-Methyl-N-(1-(7-(5-methyl-1,3,4-oxadiazol-2-yl)quinolin-5-yl)cyclopropyl)-5-((1-methylazetidin-2-yl)methoxy)benzamide CC1=C(C(=O)NC2(CC2)C2=C3C=CC=NC3=CC(=C2)C=2OC(=NN2)C)C=C(C=C1)OC[C@H]1N(CC1)C